C1(CCCCC1)C1=NC2=C(N1)C(=CC(=C2)S(=O)(=O)NC)C=2N=CN(C2)C 2-cyclohexyl-N-methyl-7-(1-methylimidazol-4-yl)-1H-benzimidazole-5-sulfonamide